(S,E)-N-(2-methoxy-5-(4-(2-methyl-4-(4-oxopent-2-enoyl)piperazin-1-yl)quinazolin-6-yl)pyridin-3-yl)-2,4-dimethylthiazole-5-sulfonamide COC1=NC=C(C=C1NS(=O)(=O)C1=C(N=C(S1)C)C)C=1C=C2C(=NC=NC2=CC1)N1[C@H](CN(CC1)C(\C=C\C(C)=O)=O)C